NC=1C2=C(N=CN1)N(C(=C2C2=CC=C(C=C2)OC2=CC=CC=C2)C#CC2CN(C2)C2C[C@@H](N(CC2)C(C=C)=O)CO)C 1-((2R)-4-(3-((4-amino-7-methyl-5-(4-phenoxyphenyl)-7H-pyrrolo[2,3-d]pyrimidin-6-yl)ethynyl)azetidin-1-yl)-2-(hydroxymethyl)piperidin-1-yl)prop-2-en-1-one